(3S)-1-(3-Fluoro-4-{6-[(1R)-1-methyl-1,2,3,4-tetrahydroisoquinoline-2-carbonyl]-8-phenylimidazo[1,2-a]pyridin-2-yl}phenyl)pyrrolidine-3-carboxylic acid FC=1C=C(C=CC1C=1N=C2N(C=C(C=C2C2=CC=CC=C2)C(=O)N2[C@@H](C3=CC=CC=C3CC2)C)C1)N1C[C@H](CC1)C(=O)O